4'-(3,6-diazabicyclo[3.1.1]heptan-3-yl)-4-methyl-2'-(((S)-1-methylpyrrolidin-2-yl)methoxy)-2,3,5',8'-tetrahydro-6'H-spiro[indene-1,7'-quinazoline] C12CN(CC(N1)C2)C2=NC(=NC=1CC3(CCC21)CCC2=C(C=CC=C23)C)OC[C@H]2N(CCC2)C